FC(C=1N=C2N(C=C(C=N2)CC2CC3(CN(C3)C(=O)OC(C)(C)C)C2)C1)(F)F tert-butyl 6-[[2-(trifluoromethyl) imidazo[1,2-a]pyrimidin-6-yl] methyl]-2-azaspiro[3.3]heptane-2-carboxylate